ClC1=CC=C(CN2C3=C(SC[C@@H](C2=O)NC(OC(C)(C)C)=O)C=C(C(=C3)C(=O)NN)F)C=C1 tert-butyl (R)-(5-(4-chlorobenzyl)-8-fluoro-7-(hydrazinecarbonyl)-4-oxo-2,3,4,5-tetrahydrobenzo[b][1,4]thiazepin-3-yl)carbamate